N-[4-(4-methylsulfonylpiperidine-1-carbonyl)-3-pyrrolidin-1-ylphenyl]cyclopropanecarboxamide (tert-butyl(dimethyl)silyl)-4-oxoazetidine-2-carboxylate [Si](C)(C)(C(C)(C)C)OC(=O)C1NC(C1)=O.CS(=O)(=O)C1CCN(CC1)C(=O)C1=C(C=C(C=C1)NC(=O)C1CC1)N1CCCC1